2-((dimethylamino)methyl)thiazole CN(C)CC=1SC=CN1